(S)-6-Chloro-5-fluoro-1'-(1-(4-((2-oxopyridin-1(2H)-yl)methyl)benzyl)-1H-pyrazole-4-carbonyl)spiro[benzo[d][1,3]oxazine-4,3'-pyrrolidin]-2(1H)-one ClC1=C(C2=C(NC(O[C@]23CN(CC3)C(=O)C=3C=NN(C3)CC3=CC=C(C=C3)CN3C(C=CC=C3)=O)=O)C=C1)F